1H-imidazole-4-thiol N1C=NC(=C1)S